tert-butyl 2-(5-fluoropyridin-3-yl)-4-oxo-3H,4H,5H,6H,7H,8H-pyrido[3,4-d]pyrimidine-7-carboxylate FC=1C=C(C=NC1)C=1NC(C2=C(N1)CN(CC2)C(=O)OC(C)(C)C)=O